FC(C1=NN2C(N=C(C=C2N[C@@H]2C[C@@H](CCC2)N)C(F)(F)F)=C1)(F)F (1S,3R)-N1-(2,5-bis(trifluoromethyl)pyrazolo[1,5-a]pyrimidin-7-yl)cyclohexane-1,3-diamine